ClC1(N2CCN(CCCN(CCN(CC1)C)CC2)C)Cl Dichloro-5,12-dimethyl-1,5,8,12-tetraazabicyclo[6.6.2]hexadecane